BrC=1N=CSC1C(=O)C1=NN(C(=C1)C#N)COCC[Si](C)(C)C 3-(4-bromo-1,3-thiazole-5-carbonyl)-1-{[2-(trimethylsilyl)ethoxy]methyl}-1H-pyrazole-5-carbonitrile